3-(1'-(2-(1,1-difluoroethyl)-6-methylpyrimidin-4-yl)-1',2'-dihydrospiro[cyclopropane-1,3'-pyrrolo[3,2-c]pyridin]-6'-yl)-1,1-dimethylurea FC(C)(F)C1=NC(=CC(=N1)N1CC2(C=3C=NC(=CC31)NC(N(C)C)=O)CC2)C